1-(4-((4-(4-((9-cyclopentyl-8-(phenylamino)-9H-purin-2-yl)amino)phenyl)piperazin-1-yl)methyl)pyridin-3-yl)dihydropyrimidine-2,4(1H,3H)-dione C1(CCCC1)N1C2=NC(=NC=C2N=C1NC1=CC=CC=C1)NC1=CC=C(C=C1)N1CCN(CC1)CC1=C(C=NC=C1)N1C(NC(CC1)=O)=O